(S)-3-amino-4-(7-bromo-4-((pyridin-4-ylmethyl)amino)thieno[3,2-d][1,2,3]triazin-6-yl)butanenitrile N[C@@H](CC#N)CC1=C(C=2N=NN=C(C2S1)NCC1=CC=NC=C1)Br